C1(CC1)C1=CC(=C(C=C1)S(=O)(=O)C=1N=NN2C1NC(C1=CC=C(C=C21)OC)=O)C 3-(4-cyclopropyl-2-methylphenyl)sulfonyl-8-methoxy-4H-triazolo[1,5-a]quinazolin-5-one